15-((39-((2,5-Dioxopyrrolidin-1-yl)oxy)-39-oxo-3,6,9,12,15,18,21,24,27,30,33,36-dodecaoxanonatriacontyl)carbamoyl)nonacosane-1,15,29-tricarboxylic acid O=C1N(C(CC1)=O)OC(CCOCCOCCOCCOCCOCCOCCOCCOCCOCCOCCOCCOCCNC(=O)C(CCCCCCCCCCCCCCC(=O)O)(CCCCCCCCCCCCCCC(=O)O)C(=O)O)=O